FC1=CC=C2C=C(C=C(C2=C1F)C1=CC=C2C(=NC(=NC2=C1F)OC[C@]12CCCN2C[C@@H](C1)F)N1CCOCC(C1)(O)C)O 4-(7-(7,8-Difluoro-3-hydroxynaphthalen-1-yl)-8-fluoro-2-(((2R,7aS)-2-fluorotetrahydro-1H-pyrrolizin-7a(5H)-yl)methoxy)quinazolin-4-yl)-6-methyl-1,4-oxazepan-6-ol